Methylprop-2-enoate COC(C=C)=O